N1=C2N(C(C=C1)=O)C=NC=C2 4H-pyrimido[1,6-a]pyrimidin-4-one